C(C)(C)(C)OC(=O)N1CC(C(C(C1)N)O)(F)F 5-amino-3,3-difluoro-4-hydroxypiperidine-1-carboxylic acid tert-butyl ester